C1(=CC=CC=C1)COC=1C=C(C=C(C1)OCC1=CC=CC=C1)C(CC(C(=O)O)=O)=O 4-[3,5-Bis(phenylmethoxy)phenyl]-2,4-dioxobutanoic acid